CC1=C(C=2C(=CN=CC2)O1)C(=O)N 2-methylfuro[2,3-c]pyridine-3-carboxamide